FC=1C=C(C=CC1N1CC(CC1)OC(F)(F)F)C=1N=C(SC1C)N 4-(3-fluoro-4-(3-(trifluoromethoxy)pyrrolidine-1-yl)phenyl)-5-methylthiazole-2-amine